(R)-1-((1-(3-(difluoromethyl)-2-fluorophenyl)ethyl)amino)-3-methyl-7-(1-methyl-1H-pyrazol-4-yl)pyrido[3,4-d]pyridazin-4(3H)-one FC(C=1C(=C(C=CC1)[C@@H](C)NC=1C2=C(C(N(N1)C)=O)C=NC(=C2)C=2C=NN(C2)C)F)F